2-[(2-phosphonoacetyl)amino]butanedioic acid P(=O)(O)(O)CC(=O)NC(C(=O)O)CC(=O)O